(2R,3S,5R)-2-ethynyl-5-(2-fluoro-6-(((4-methoxyphenyl)diphenyl-methyl)amino)-9H-purin-9-yl)-3-((4-methoxyphenyl)diphenylmethoxy)tetrahydrofuran C(#C)[C@H]1O[C@H](C[C@@H]1OC(C1=CC=CC=C1)(C1=CC=CC=C1)C1=CC=C(C=C1)OC)N1C2=NC(=NC(=C2N=C1)NC(C1=CC=CC=C1)(C1=CC=CC=C1)C1=CC=C(C=C1)OC)F